3-[(cyclopentylamino)methyl]-6-methyl-1-[(4-methylphenyl)methyl]-1H-indole-2-carboxylic acid C1(CCCC1)NCC1=C(N(C2=CC(=CC=C12)C)CC1=CC=C(C=C1)C)C(=O)O